ClC=1C(=C(CCN2C[C@@H](C([C@@H](C2)O)O)O)C(=CC1)F)F (3S,4r,5R)-1-(3-chloro-2,6-difluorophenethyl)piperidine-3,4,5-triol